CC1(C(CCC(C1)C(=O)O)(C(=O)O)CCCl)C dimethyl-1-(2-chloroethyl)cyclohexane-1,4-dicarboxylic acid